3-[4-(5-benzyl-1,3,4-thiadiazol-2-yl)piperazin-1-yl]-7-(1-methyl-1H-pyrazol-4-yl)imidazo[1,2-b]pyridazine C(C1=CC=CC=C1)C1=NN=C(S1)N1CCN(CC1)C1=CN=C2N1N=CC(=C2)C=2C=NN(C2)C